4-{4-[(4'-Chloro[1,1'-biphenyl]-2-yl)methyl]piperazin-1-yl}-N-(4-{[(2R)-4-(dimethylamino)-1-(phenylsulfanyl)butan-2-yl]amino}-3-nitrobenzene-1-sulfonyl)benzamide ClC1=CC=C(C=C1)C1=C(C=CC=C1)CN1CCN(CC1)C1=CC=C(C(=O)NS(=O)(=O)C2=CC(=C(C=C2)N[C@@H](CSC2=CC=CC=C2)CCN(C)C)[N+](=O)[O-])C=C1